[Cu+2].[Mn+2].[Na+].[Fe-4](C#N)(C#N)(C#N)(C#N)(C#N)C#N ferrocyanide sodium manganese copper